(tetrahydro-2H-pyran-2-yl)acethydrazide, trifluoroacetate salt FC(C(=O)O)(F)F.O1C(CCCC1)CC(=O)NN